CN(C=1C=C(C=CC1)C(C(F)(F)F)=O)C 1-(3-(dimethylamino)phenyl)-2,2,2-trifluoroethan-1-one